tert-butyl 5,5-difluoro-2-aza-7-azoniaspiro[3.5]nonane-2-carboxylate FC1(C2(CN(C2)C(=O)OC(C)(C)C)CC[NH2+]C1)F